4-(1,1-dimethylethyl)-2,6-bis(methoxymethyl)phenol CC(C)(C)C1=CC(=C(C(=C1)COC)O)COC